3-[6-[1-[(4-amino-3-methyl-phenyl)methyl]pyrazol-4-yl]benzofuran-3-yl]piperidine-2,6-dione NC1=C(C=C(C=C1)CN1N=CC(=C1)C1=CC2=C(C(=CO2)C2C(NC(CC2)=O)=O)C=C1)C